2,4,6-trichlorophenoxy(2,4-di-tert-butylcyclopentadiene) titanium dichloride [Cl-].[Cl-].[Ti+2].ClC1=C(OC2=C(C=C(C2)C(C)(C)C)C(C)(C)C)C(=CC(=C1)Cl)Cl